C[C@H]1CN(C[C@@H](N1)C)C1=CN=C(N=N1)C1=NC=C(C=C1O)C1=CC2=CN(N=C2C(=C1)F)C |&1:5| 2-{6-[(3S,SR)-3,5-dimethylpiperazin-1-yl]-1,2,4-triazin-3-yl}-5-(7-fluoro-2-methyl-2H-indazol-5-yl)pyridin-3-ol